C(C)C1=C(C=CC(=C1)N1CCN(CC1)C)NC1=NC=C(C(=N1)NCCCN1C(COCCC1)=O)C(F)(F)F 4-(3-((2-((2-ethyl-4-(4-methylpiperazin-1-yl)phenyl)amino)-5-(trifluoromethyl)pyrimidin-4-yl)amino)propyl)-1,4-oxazepan-3-one